3-pentylcyclobutan-1-one O-(4-(trifluoromethyl)benzoyl) oxime FC(C1=CC=C(C(=O)ON=C2CC(C2)CCCCC)C=C1)(F)F